(S)-tert-Butyl (1-((4-(1H-pyrrolo[2,3-b]pyridin-4-yl)phenyl)amino)-1-oxo-3-phenylpropan-2-yl)carbamate N1C=CC=2C1=NC=CC2C2=CC=C(C=C2)NC([C@H](CC2=CC=CC=C2)NC(OC(C)(C)C)=O)=O